(3aR,10aR)-8-((3-chloro-4-fluorophenyl)carbamoyl)-7-methyl-2,3,3a,4,10,10a-hexahydro-1H,7H-dipyrrolo[3,4-b:3',4'-f][1,4,5]oxathiazocin-2-ium 5,5-dioxide iodide [I-].ClC=1C=C(C=CC1F)NC(=O)C=1N(C=C2C1OC[C@H]1[C@@H](NS2(=O)=O)C[NH2+]C1)C